O1CC(C1)S(=O)(=O)NC1=C(C(=O)NC23CC(C2)(C3)C(F)(F)F)C=C(C=C1)C(F)(F)F (oxetan-3-sulfonylamino)-5-(trifluoromethyl)-N-(3-(trifluoromethyl)bicyclo[1.1.1]pentan-1-yl)benzamide